FC1=C(C=C(C=C1)N1N=CC=C1)N1CCNCC1 1-(2-fluoro-5-(1H-pyrazol-1-yl)phenyl)piperazine